COC1=C(C=C(C(=C1)C=O)OC)C=O 2,5-dimethoxy-benzene-1,4-dicarboxaldehyde